P(=O)(OC1=C2C(CNC2=CC=C1)CCN(C)CC)([O-])[O-] dihydro-3-(2-(ethyl (methyl) amino) ethyl)-1H-indol-4-yl phosphate